BrC(C(=O)O)C(C)CCC bromo-3-propylbutyric acid